3-[3-methyl-2-oxo-4-[[1-(4-piperidyl)-4-piperidyl]methyl]benzimidazol-1-yl]piperidine-2,6-dione CN1C(N(C2=C1C(=CC=C2)CC2CCN(CC2)C2CCNCC2)C2C(NC(CC2)=O)=O)=O